C(C1=CC=CC=C1)C=1N(C(C2=CC(=CC=C2C1)C)=O)S(=O)(=O)C1=CC=C(C=C1)[N+](=O)[O-] 3-Benzyl-7-methyl-2-((4-nitrophenyl)sulfonyl)isoquinolin-1(2H)-one